C(C)(=O)NCC1=CC=C(CSC2=C(C(=C(C(=N2)SC(C(=O)N)C2=CC=CC=C2)C#N)CC)C#N)C=C1 2-(6-(4-(acetylaminomethyl)benzylthio)-3,5-dicyano-4-ethylpyridin-2-ylthio)-2-phenylacetamide